O1C=NC=C1CS(=O)(=O)C1=C(C(=O)N)C=CC=C1 ((oxazol-5-ylmethyl)sulfonyl)benzamide